N-(4-fluorophenyl)-4-(piperidin-4-yl)benzamide hydrochloride Cl.FC1=CC=C(C=C1)NC(C1=CC=C(C=C1)C1CCNCC1)=O